6-amino-2-methoxy-3-(1H-pyrazol-1-yl)isonicotinic acid methyl ester COC(C1=C(C(=NC(=C1)N)OC)N1N=CC=C1)=O